5-(4-((3-ethyl-4,4-dimethyl-2-oxo-1,2,3,4-tetrahydrothieno[2,3-d]pyrimidin-6-yl)methyl)piperazin-1-yl)-N,6-dimethylpicolinamide C(C)N1C(NC2=C(C1(C)C)C=C(S2)CN2CCN(CC2)C=2C=CC(=NC2C)C(=O)NC)=O